N1N=CC2=CC(=CC=C12)C1N(CC(CC1)C)C(C(=O)NC=1C=C(C(=NC1)NC(OC(C)(C)C)=O)C)=O tert-Butyl N-[5-[[2-[2-(1H-indazol-5-yl)-5-methyl-1-piperidyl]-2-oxo-acetyl]amino]-3-methyl-2-pyridyl]carbamate